CC1(NC(CC(C1)C1=CN=C(O1)C1CCCCCCCCCC1)(C)C)C 5-(2,2,6,6-tetramethyl-4-piperidinyl)-2-cycloundecyl-oxazole